chlorine 1,4-butanediol C(CCCO)O.[Cl]